3-((2-((2-(difluoromethoxy)-4-((3R,5S)-3,4,5-trimethylpiperazin-1-yl)phenyl)amino)-5-methyl-pyrimidin-4-yl)amino)thiophene-2-carboxamide FC(OC1=C(C=CC(=C1)N1C[C@H](N([C@H](C1)C)C)C)NC1=NC=C(C(=N1)NC1=C(SC=C1)C(=O)N)C)F